FC(S(=O)(=O)[O-])(F)F.C(C)(C)(C)C1=C(C=CC=C1)[I+]C1=C(C=CC=C1)C(C)(C)C bis-(t-butylphenyl)iodonium trifluoromethanesulfonate